C(CCC)(=O)O[C@@H]1[C@@H](OC([C@H]([C@@H]1OC(CCC)=O)OC(CCC)=O)O)C [(2S,3R,4R,5S)-4,5-di(butanoyloxy)-6-hydroxy-2-methyltetrahydropyran-3-yl] butanoate